(S)-tert-butyl 4-(((benzyloxy)carbonyl)amino)-5-(((S)-1-((5-(2-((tert-butoxycarbonyl)(methyl) amino)ethoxy)-2-methylbenzyl)amino)-1-oxo-4-phenylbutan-2-yl)amino)-5-oxopentanoate C(C1=CC=CC=C1)OC(=O)N[C@@H](CCC(=O)OC(C)(C)C)C(=O)N[C@H](C(=O)NCC1=C(C=CC(=C1)OCCN(C)C(=O)OC(C)(C)C)C)CCC1=CC=CC=C1